C(N)(=O)C=1C=C(C=CC1)NC(=O)C=1C(=NC=C(C1)C#N)OC1=C(C(=C(C=C1)F)F)OC N-(3-carbamoylphenyl)-5-cyano-2-(3,4-difluoro-2-methoxy-phenoxy)pyridine-3-carboxamide